N-hydroxy-8-(4-dimethylaminobenzoyl)-aminooctanamide ONC(C(CCCCCCC(C1=CC=C(C=C1)N(C)C)=O)N)=O